ONC(C=CC1=CC(=CC=C1)CN1CCN(CC1)CCC1=CC=CC=C1)=O N-hydroxy-3-(3-((4-phenethylpiperazin-1-yl)methyl)phenyl)acrylamide